[Pt+2].ClC1=C(C(=NC=C1)C)Cl dichloro(2-methylpyridine) platinum (II)